CN1N=CC2=CC(=CC=C12)C1CCN(CC1)C(=O)N1C[C@@H]2[C@@H](OCC(N2)=O)CC1 |r| rac-(4aR,8aS)-6-(4-(1-Methyl-1H-indazol-5-yl)piperidin-1-carbonyl)hexahydro-2H-pyrido[4,3-b][1,4]oxazin-3(4H)-on